C(C([2H])([2H])[2H])(O[2H])([2H])[2H] ethane-1,1,2,2,2-d5-1-ol-d